(2S)-3-[[(2S)-2-(tert-Butoxycarbonylamino)propionyl]amino]-2-(9H-fluoren-9-ylmethoxycarbonylamino)propionic acid benzyl ester C(C1=CC=CC=C1)OC([C@H](CNC([C@H](C)NC(=O)OC(C)(C)C)=O)NC(=O)OCC1C2=CC=CC=C2C=2C=CC=CC12)=O